BrC1=CC=C2C=NC(=NC2=C1O[C@@H]1CC[C@@H](CC1)O)NC1=CC(=CC=C1)CS(=O)(=O)C 7-bromo-8-((cis-4-hydroxycyclohexyl)oxy)-N-(3-((S-methylsulfonyl)methyl)phenyl)quinazolin-2-amine